BrC=1C(=C2CN(C(C2=CC1)=O)C1CNCCC1)F 3-(5-bromo-4-fluoro-1-oxo-isoindolin-2-yl)piperidine